BrC1=CC=C(C=C1)N1N=C(C(=N1)[C@H]1O[C@H](C(N1CCC1=CC2=CC(N=C2C=C1)=O)=O)C)C1=CC=C(C=C1)F (2R,5S)-2-(2-(4-bromophenyl)-5-(4-fluorophenyl)-2H-1,2,3-triazol-4-yl)-5-methyl-3-(2-(2-oxoindol-5-yl)ethyl)oxazolidin-4-one